OC=1C(NN=C(C1)C1(CC1)C1=CC=CC=C1)=O 4-hydroxy-6-(1-phenylcyclopropyl)pyridazine-3(2H)-one